C(C)OC(=O)C=1N=C(SC1N1CCCCC1)N(C)C=1N=NC(=C(C1)C)NC=1SC2=C(N1)C=CC=C2 ({6-[(1,3-benzothiazol-2-yl)amino]-5-methylpyridazin-3-yl}(methyl)amino)-5-(piperidin-1-yl)-1,3-thiazole-4-carboxylic acid ethyl ester